4-cis-decenoate C(C=CCCCCCCC)(=O)[O-]